imidazo[1,5-a]quinoxaline-8-carboxylate C1=NC=C2N1C1=CC(=CC=C1N=C2)C(=O)[O-]